BrC1=NOC(C1)C1=CC(=C(C=C1)C)OC1=CC=C(C=C1)Cl 3-bromo-5-(3-(4-chlorophenoxy)-4-methylphenyl)-4,5-dihydroisoxazole